IC1=CC=C(C=C1)C=1OCCN1 2-(4-iodophenyl)-4,5-dihydrooxazole